methyl (2R,4S,5R,6R)-5-acetamido-4-hydroxy-2-(p-tolylthio)-6-((1R,2R)-1,2,3-trihydroxypropyl)tetrahydro-2H-pyran-2-carboxylate C(C)(=O)N[C@@H]1[C@H](C[C@](O[C@H]1[C@@H]([C@@H](CO)O)O)(C(=O)OC)SC1=CC=C(C=C1)C)O